1-(4-(tert-butyl)phenyl)cyclohexane-1,2-diamine C(C)(C)(C)C1=CC=C(C=C1)C1(C(CCCC1)N)N